3-((4-(5-(chlorodifluoromethyl)-1,2,4-oxadiazol-3-yl)benzyl)(methyl)amino)-4-((2-methoxyethyl)amino)cyclobut-3-ene-1,2-dione ClC(C1=NC(=NO1)C1=CC=C(CN(C=2C(C(C2NCCOC)=O)=O)C)C=C1)(F)F